NC1=NC=C(C=C1C(=O)OCC)C(=O)OCC diethyl 2-aminopyridine-3,5-dicarboxylate